2-propyl-1,3-dioxane C(CC)C1OCCCO1